ClC1=CC=C(CCC2=NOC(=N2)CC(C(=O)OC(C)(C)C)=C)C=C1 tert-butyl 2-((3-(4-chlorophenethyl)-1,2,4-oxadiazol-5-yl)methyl)acrylate